N-[(4-ethoxycyclohex-1-en-1-yl)methylidene]hydroxylamine C(C)OC1CC=C(CC1)C=NO